N1(N=NC2=C1C=CC=C2)OC[N+](C)(C)N(C)C (1H-benzotriazol-1-yloxy)(dimethylamino)-N,N-dimethylmethylammonium